OC(CC(C)=O)\C=C(\CCC=C(C)C)/C (5E)-4-hydroxy-6,10-dimethylundec-5,9-dien-2-one